Cl.NC1C2(CC1C2)C(=O)O Aminobicyclo[1.1.1]pentane-1-carboxylic acid hydrochloride